NC1=CC=C(C=N1)N1C(CCC1)=O 1-(6-aminopyridin-3-yl)pyrrolidin-2-one